3-(1,2,3,5,6,7-hexahydro-s-indacen-4-yl)-1-[(1-methyl-1H-pyrazol-4-yl)(1-methyl-2-oxopiperidin-4-yl)sulfamoyl]urea sodium salt [Na].C1CCC2=C(C=3CCCC3C=C12)NC(NS(N(C1CC(N(CC1)C)=O)C=1C=NN(C1)C)(=O)=O)=O